C(#N)C1=CC=C(CNC(=O)C2=CC3=C(N=C(S3)C3CCN(CC3)C)C=C2)C=C1 N-(4-cyanobenzyl)-2-(1-methylpiperidin-4-yl)benzo[d]thiazole-6-carboxamide